C(CCCCCC)OC(=O)CCCCCN(CCCCCCNC(=O)C12CC3(CC(CC(C1)C3)(C2)C(=O)NCCCCCCN(CCCCCC(=O)OCCCCCCC)CCCCCC(=O)OCCCCCCC)C(=O)NCCCCCCN(CCCCCC(=O)OCCCCCCC)CCCCCC(=O)OCCCCCCC)CCCCCC(=O)OCCCCCCC N1,N3,N5-Tris(6-(bis((heptyloxycarbonyl)pentyl)amino)hexyl)adamantane-1,3,5-tricarboxamide